CC1=C(N=C(O1)C1=CC=C(C=C1)C(F)(F)F)CC1=CC=C(C=C1)OC1=CC=C(C=C1)C 5-methyl-4-(4-(p-tolyloxy)benzyl)-2-(4-(trifluoromethyl)phenyl)oxazole